ClC1=NC(=NC(=C1)Cl)I 4,6-dichloro-2-iodopyrimidine